FC1(CCC(N(C1)C(CN1C[C@H](O[C@H](C1)C)C)C1=CN=C(S1)NC([C@H](C1CCC(CC1)C)NC(OC(C)(C)C)=O)=O)=O)F tert-butyl ((1S)-2-((5-(1-(5,5-difluoro-2-oxopiperidin-1-yl)-2-((2R,6S)-2,6-dimethylmorpholino)ethyl)thiazol-2-yl)amino)-1-((1r,4S)-4-methylcyclohexyl)-2-oxoethyl)carbamate